N1=CC(=CC=C1)C=1C=NN(C1)C1=CC=C(C=C1)O 4-(4-(pyridin-3-yl)-1H-pyrazol-1-yl)phenol